[5-[3-[(8-Chloro-[1,2,4]triazolo[4,3-a]quinazolin-5-yl)-methyl-amino]phenyl]-2-furyl]methanol ClC1=CC=C2C(=NC=3N(C2=C1)C=NN3)N(C=3C=C(C=CC3)C3=CC=C(O3)CO)C